OC=C(C(=O)N[C@H](C)C1=CC=CC=C1)C1=CC=C(C=C1)OC[C@@H](CC)C (2S)-3-Hydroxy-2-{4-[(2R)-2-methylbutoxy]phenyl}-N-[(1R)-1-phenylethyl]propenamide